C(#N)C1=C(OC2=C(C=C(C=C2C1=O)C)C(C)NC1=C(C(=O)OC(C)(C)C)C=CC=C1)C=1C=CC=2N(C1)C=C(N2)C tert-Butyl 2-[1-[3-cyano-6-methyl-2-(2-methylimidazo[1,2-a]pyridin-6-yl)-4-oxo-chromen-8-yl]ethylamino]benzoate